1,3-diglycidyl-5-ethyl-5-isopentylbarbituric acid C(C1CO1)N1C(=O)N(C(=O)C(C1=O)(CCC(C)C)CC)CC1CO1